FC(C(=O)O)(F)F.N1[C@@H](CCC1)C(=O)O L-proline trifluoroacetate